CNC1=CC=C(C=C1)C=1N(C2=NC=NC(=C2C1)N1CCOCC1)COCC[Si](C)(C)C N-methyl[p-(4-morpholino-1-{[2-(trimethylsilyl)ethoxy]methyl}-1H-1,5,7-triazainden-2-yl)phenyl]amine